7-((4-methoxybenzyl)oxy)-6-methyl-9-(trimethylsilyl)non-8-yn-4-ol COC1=CC=C(COC(C(CC(CCC)O)C)C#C[Si](C)(C)C)C=C1